C(C1=CC=CC=C1)OC=1C=NC(=NC1)N1CCC(CC1)C(=O)N 1-(5-Benzyloxypyrimidin-2-yl)piperidine-4-carboxamide